FC=1C=CC(=NC1)C1=NN2C(CC[C@@](C2)(CC2COC2)C)=C1C1=C2C(=NC=C1)NN=C2 (R)-4-(2-(5-Fluoropyridin-2-yl)-6-methyl-6-(oxetan-3-ylmethyl)-4,5,6,7-tetrahydropyrazolo[1,5-a]pyridin-3-yl)-1H-pyrazolo[3,4-b]pyridine